bicyclo[1.1.1]pentane-1,3-dicarboxylic acid (4-aminomethyl-phenyl)-amide [3-fluoro-4-(1,2,3,6-tetrahydro-pyridin-4-yl)-phenyl]-amide FC=1C=C(C=CC1C=1CCNCC1)NC(=O)C12CC(C1)(C2)C(=O)NC2=CC=C(C=C2)CN